CCCCCC/C=C\CCCCCCCCC(=O)OC[C@H](COP(=O)(O)OCCN)O 1-(10Z-heptadecenoyl)-sn-glycero-3-phosphoethanolamine